C(C1=CC=CC=C1)C(CCCNC(=O)C1=CC=C2C(=CC=NC2=C1)Cl)C(=O)N1CCC(CC1)(CN1C=NC2=C(C1=O)C=NN2C2=CC(=CC=C2)[N+](=O)[O-])O N-(4-benzyl-5-(4-hydroxy-4-((1-(3-nitrophenyl)-4-oxo-1H-pyrazolo[3,4-d]pyrimidin-5(4H)-yl)methyl)piperidin-1-yl)-5-oxopentyl)-4-chloroquinoline-7-carboxamide